C(CCC(=O)C)(=O)OC(CCCCC)O hexanediol levulinate